(4-(4-amino-7-(1,1,1-trifluoropropan-2-yl)imidazo[5,1-f][1,2,4]triazin-5-yl)-3-ethoxybenzyl)-5-fluoro-2-methoxybenzamide NC1=NC=NN2C1=C(N=C2C(C(F)(F)F)C)C2=C(C=C(CC=1C(=C(C(=O)N)C=C(C1)F)OC)C=C2)OCC